ClC=1C=C2C=C(NC2=CC1OCC=1OC=C(N1)C)CNC(=O)N1CCCC1 N-((5-chloro-6-((4-methyloxazol-2-yl)methoxy)-1H-indol-2-yl)methyl)pyrrolidine-1-carboxamide